N[C@H](C(=O)O)CC1=CN=C2N1C=CC=C2 (S)-2-amino-3-(imidazo[1,2-a]pyridin-3-yl)propanoic acid